F[C@H]1C[C@H](C1)C(=O)N1[C@@H]([C@@]2(CCOC(N2)=O)CCC1)CO[C@@H]1CC[C@@H](CC1)C1=CC=CC=C1 (6S,7S)-8-[(CIS)-3-fluorocyclobutanecarbonyl]-7-({[(CIS)-4-phenylcyclohexyl]oxy}methyl)-3-oxa-1,8-diazaspiro[5.5]undecan-2-one